FC=1C=C(CC2CN(CCC2)CC2=CN=C(S2)NC(C)=O)C=CC1 N-(5-((3-(3-fluorobenzyl)piperidin-1-yl)methyl)thiazol-2-yl)acetamide